FC1=CC=C(C=C1)C1=CC(=CC=C1)CCC(=O)OC methyl 3-(4'-fluoro-[1,1'-biphenyl]-3-yl)propanoate